NCC1(CCN(CC1)C(=O)OCC1=CC=CC=C1)C#N benzyl 4-(aminomethyl)-4-cyanopiperidine-1-carboxylate